C1(CC1)C1=NN(C(=C1C(F)(F)F)C(=O)NC1=CC(=NC=C1)S(=O)(=N)C)CC1(CC(C1)C(F)(F)F)C 3-cyclopropyl-1-(((trans)-1-methyl-3-(trifluoromethyl)cyclobutyl)methyl)-N-(2-(S-methylsulfonimidoyl)pyridin-4-yl)-4-(trifluoromethyl)-1H-pyrazole-5-carboxamide